3-bromo-2,4-bis(methoxymethoxy)benzaldehyde BrC=1C(=C(C=O)C=CC1OCOC)OCOC